N1C(=NC2=C1C=CC=C2)C2=NNC1=CC=CC=C21 3-(1H-Benzimidazol-2-YL)-1H-indazole